1-((1r,3r)-3-(((tert-butyldiphenylsilyl)oxy)methyl)cyclobutyl)-4-(2,3-dichloro-6-hydroxyphenyl)pyrrolidine-2-thione [Si](C1=CC=CC=C1)(C1=CC=CC=C1)(C(C)(C)C)OCC1CC(C1)N1C(CC(C1)C1=C(C(=CC=C1O)Cl)Cl)=S